C(C)(=O)N[C@@H]1CC[C@H](CC1)NC1=NC=C(C(=N1)N1C[C@H](CCC1)C(=O)NC1CC1)F trans-(S)-1-(2-((4-acetamidocyclohexyl)amino)-5-fluoropyrimidin-4-yl)-N-cyclopropylpiperidine-3-carboxamide